C1(=CC=CC=C1)C1=NC=2CCC(CC2C(=N1)C1=NN(C=C1)CC=1C=NC=CC1)NC(CC)=O N-(2-phenyl-4-(1-(pyridin-3-ylmethyl)-1H-pyrazol-3-yl)-5,6,7,8-tetrahydroquinazolin-6-yl)propionamide